N1C=NC(=C1)C1N(CCCC1)C(=O)OC(C)(C)C tert-butyl 2-(1H-imidazol-4-yl)piperidine-1-carboxylate